(5S,7S)-2-((R)-(difluoromethyl)sulfinyl)-7-fluoro-5-(2-fluorophenyl)-6,7-dihydro-5H-pyrrolo[1,2-b][1,2,4]triazole FC([S@](=O)C=1N=C2N(N1)[C@@H](C[C@@H]2F)C2=C(C=CC=C2)F)F